2-[5-methyl-1-[4-(trifluoromethoxy)phenyl]pyrazol-3-yl]-2,5-diazabicyclo[2.2.1]heptane CC1=CC(=NN1C1=CC=C(C=C1)OC(F)(F)F)N1C2CNC(C1)C2